NCCCC[C@@H](C(=O)N)NC([C@H](C1=CC=CC=C1)NC([C@@H](CCCNC(=N)N)NC([C@H](C1=CC=CC=C1)N)=O)=O)=O (S)-6-amino-2-((S)-2-((R)-2-((S)-2-amino-2-phenylacetamido)-5-guanidino-valeramido)-2-phenylacetamido)hexanamide